OC1=CC=C(CCN(CC#CC2=CC=C(C=C2)C2=CC=C(C=C2)C(=O)C2=CC=CC=C2)CC#CC2=CC=C(C=C2)C2=CC=C(C=C2)C(=O)C2=CC=CC=C2)C=C1 ((((4-hydroxyphenethyl)azanediyl)bis(prop-1-yn-3,1-diyl))bis([1,1'-biphenyl]-4',4-diyl))bis(phenylmethanone)